FC(COC(NC(CNC(C1=CC=C(C=C1)C)=O)C(C)C)=O)(F)F 2,2,2-Trifluoroethyl-{3-methyl-1-[(4-methylbenzoyl)amino]butan-2-yl}carbamat